3-[1-(4-methoxy-phenyl)-1H-[1,2,3]triazol-4-yl]-1H-quinolin-2-one COC1=CC=C(C=C1)N1N=NC(=C1)C=1C(NC2=CC=CC=C2C1)=O